(7-(4-Methylthiazol-2-yl)-3-(5-((2-(trifluoromethyl)pyridin-3-yl)thio)-1H-imidazo[4,5-b]pyrazin-2-yl)-3-azabicyclo[4.1.0]heptan-7-yl)methanamine CC=1N=C(SC1)C1(C2CCN(CC12)C1=NC=2C(=NC=C(N2)SC=2C(=NC=CC2)C(F)(F)F)N1)CN